3-(3,5-dimethoxybenzylidene)-5-(2-fluorobenzenesulfonyl)-N-(4-acetamidobenzenesulfonyl)-4-piperidone COC=1C=C(C=C2CN(CC(C2=O)S(=O)(=O)C2=C(C=CC=C2)F)S(=O)(=O)C2=CC=C(C=C2)NC(C)=O)C=C(C1)OC